pentyloxystyrene C(CCCC)OC=CC1=CC=CC=C1